2-[(2R)-2-(1-cyclopropylpyrazol-4-yl)tetrahydropyran-4-yl]-4-[2-fluoro-4-(trifluoromethyl)phenyl]-7-methyl-pteridine C1(CC1)N1N=CC(=C1)[C@@H]1OCCC(C1)C1=NC2=NC(=CN=C2C(=N1)C1=C(C=C(C=C1)C(F)(F)F)F)C